CN1C(=NN=C1)CC(C)C1=CC(=NC=C1)NC(C1=NC(=CC=C1)C(F)(F)F)=O N-(4-(1-(4-methyl-4H-1,2,4-triazol-3-yl)propan-2-yl)pyridin-2-yl)-6-(trifluoromethyl)-picolinamide